(s)-3-amino-1-methyl-3-(3-(4-methyl-6-(4-(trifluoromethyl)phenyl)pyrimidin-2-yl)prop-2-yn-1-yl)pyrrolidin-2-one, salicylic acid salt C(C=1C(O)=CC=CC1)(=O)O.N[C@@]1(C(N(CC1)C)=O)CC#CC1=NC(=CC(=N1)C)C1=CC=C(C=C1)C(F)(F)F